ClCCN1CCC(CC1)C1=NOC2=C1C=C(C(=C2)F)C 3-[1-(2-Chloroethyl)piperidin-4-yl]-6-fluoro-5-methyl-1,2-benzisoxazole